5-(6-((5-((5-chloro-2-(2-methoxyethoxy)phenyl)carbamoyl)thiophen-2-yl)amino)-6-oxohexyl)thiophene-2,5-dicarboxamide ClC=1C=CC(=C(C1)NC(=O)C1=CC=C(S1)NC(CCCCCC1(C=CC(S1)C(=O)N)C(=O)N)=O)OCCOC